N=1SN=C2C1C=CC=C2S(=O)(=O)N2CCC1(CC(CO1)NC[C@@H](COC=1C=C(C=CC1)S(=O)(=O)NC)O)CC2 3-((2S)-3-(8-(benzo[c][1,2,5]thiadiazol-4-ylsulfonyl)-1-oxa-8-azaspiro[4.5]decan-3-ylamino)-2-hydroxypropoxy)-N-methylbenzenesulfonamide